tert-butyl (2S,6R)-4-[8-[(4,6-dimethylpyrazolo[1,5-a]pyrazin-2-yl)carbamoyl]pyrido[3,4-b]pyrazin-5-yl]-2,6-dimethyl-piperazine-1-carboxylate CC=1C=2N(C=C(N1)C)N=C(C2)NC(=O)C2=CN=C(C1=NC=CN=C12)N1C[C@@H](N([C@@H](C1)C)C(=O)OC(C)(C)C)C